8-Bromo-2,2-Dimethyl-6-(Methylsulfonyl)-2H-Benzo[b][1,4]oxazin-3(4H)-One BrC1=CC(=CC2=C1OC(C(N2)=O)(C)C)S(=O)(=O)C